NCC1OCC(CO1)NC(C1=C(C=C(C=C1)NC=1C=2N(C=CN1)C(=CN2)C2=CC=C(C=C2)OC)C)=O N-(2-(aminomethyl)-1,3-dioxan-5-yl)-4-((3-(4-methoxyphenyl)imidazo[1,2-a]pyrazin-8-yl)amino)-2-methylbenzamide